6-(2,2-Dimethylmorpholino)-2-methyl-N-(4-(5-((2-methylpyridin-4-yl)amino)-1H-benzo[d]imidazol-2-yl)phenyl)quinolin-4-amine CC1(OCCN(C1)C=1C=C2C(=CC(=NC2=CC1)C)NC1=CC=C(C=C1)C1=NC2=C(N1)C=CC(=C2)NC2=CC(=NC=C2)C)C